ClC=1C=C2C=C(N=CC2=C(N1)Cl)NC(=O)[C@H]1[C@@H](C1)C=1C=NN(C1)C (trans)-N-(6,8-dichloro-2,7-naphthyridin-3-yl)-2-(1-methylpyrazol-4-yl)cyclopropanecarboxamide